ClC=1C=C2C(=NC(=NC2=C(C1C1=CC=CC2=C1N=C(S2)N)F)N2CC1(C2)NCCC1)N1CCNCC1 4-[6-chloro-2-(2,5-diazaspiro[3.4]oct-2-yl)-8-fluoro-4-piperazin-1-yl-quinazolin-7-yl]-1,3-benzothiazol-2-amine